C(C)(=O)OCCC1OC1 (Oxiran-2-yl)ethyl acetate